C(C1=CC=CC=C1)OC1=CC(=C(C(=O)OCC)C(=C1)C)OCC(OC)OC ethyl 4-(benzyloxy)-2-(2,2-dimethoxyethoxy)-6-methylbenzoate